2-(3-trifluoromethylphenyl)ethylamine hydrochloride Cl.FC(C=1C=C(C=CC1)CCN)(F)F